benzene sulfate (besylate) S(=O)(=O)(O)C1=CC=CC=C1.S(=O)(=O)(O)O.C1=CC=CC=C1